[1,1'-biphenyl]-2,2'-dicarboxylic acid dichloride C=1(C(=CC=CC1)C(=O)Cl)C=1C(=CC=CC1)C(=O)Cl